1-cyclopentyl-2-oxo-7-((1,2,3,4-tetrahydroisoquinolin-7-yl)amino)-1,2-dihydro-1,8-naphthyridine-3-carbonitrile C1(CCCC1)N1C(C(=CC2=CC=C(N=C12)NC1=CC=C2CCNCC2=C1)C#N)=O